1-((2-(2,6-dioxopiperidin-3-yl)-1,3-dioxoisoindol-4-yl)glycyl)-N-methylpiperidine-4-carboxamide O=C1NC(CCC1N1C(C2=CC=CC(=C2C1=O)NCC(=O)N1CCC(CC1)C(=O)NC)=O)=O